1-(3-(4-amino-5-(3-methoxy-4-(pyridin-2-yloxy)phenyl)-7-methyl-7H-pyrrolo[2,3-d]pyrimidin-6-yl)pyrrolidin-1-yl)prop-2-en-1-one NC=1C2=C(N=CN1)N(C(=C2C2=CC(=C(C=C2)OC2=NC=CC=C2)OC)C2CN(CC2)C(C=C)=O)C